N-((3-nitro-4-(((tetrahydro-2H-pyran-4-yl)methyl)amino)phenyl)sulfonyl)-2-(4-(trifluoromethyl)-3,4-dihydro-2H-pyrrolo[3',2':5,6]pyrido[2,3-b][1,4]oxazepin-1(7H)-yl)benzamide [N+](=O)([O-])C=1C=C(C=CC1NCC1CCOCC1)S(=O)(=O)NC(C1=C(C=CC=C1)N1C2=C(OC(CC1)C(F)(F)F)N=C1C(=C2)C=CN1)=O